(2R)-2-[[1-(2-methoxyethyl)pyrazol-4-yl]amino]-4-methyl-pentan-1-ol COCCN1N=CC(=C1)N[C@@H](CO)CC(C)C